(1R,5R,6R)-3-(8-fluoro-2-(((2R,7aS)-2-fluorohexahydro-1H-pyrrolizin-7a-yl)methoxy)-7-(3-hydroxy-4-methylnaphthalen-1-yl)pyrido[4,3-d]pyrimidin-4-yl)-3-azabicyclo[3.2.1]octan-6-ol FC1=C(N=CC2=C1N=C(N=C2N2C[C@H]1C[C@H]([C@@H](C2)C1)O)OC[C@]12CCCN2C[C@@H](C1)F)C1=CC(=C(C2=CC=CC=C12)C)O